4-(4-methylpyridin-3-yl)-N-(3-(methylsulfonamido)phenyl)thiophene-2-carboxamide CC1=C(C=NC=C1)C=1C=C(SC1)C(=O)NC1=CC(=CC=C1)NS(=O)(=O)C